NC1=C(C(=NN1C1CCC(CC1)C(N(C)C)=O)C1=CC=C(C=C1)CNC(C1=C(C=CC=C1)OC)=O)C(=O)N 5-Amino-1-[4-(dimethylcarbamoyl)cyclohexyl]-3-[4-[[(2-methoxybenzoyl)amino]methyl]phenyl]pyrazole-4-carboxamide